CN1CCC(CC1)C=1C=C2C(=CC=NC2=CN1)OC1=CC=C(N)C=C1 4-[[6-(1-Methyl-4-piperidyl)-1,7-naphthyridin-4-yl]oxy]aniline